CC=1C=C(CNC2=CC=C(C=C2)CC(=O)O)C=CC1 2-(4-((3-methylbenzyl)amino)phenyl)acetic acid